C12CCCCCCC(=CCC1)O2 12-oxabicyclo[6.3.1]dodeca-8-ene